(3,4-difluorophenyl)-N-(oxetan-2-ylmethyl)-1-(2-oxo-1,2-dihydroquinoline-4-carbonyl)piperazine-2-carboxamide FC=1C=C(C=CC1F)C1(N(CCNC1)C(=O)C1=CC(NC2=CC=CC=C12)=O)C(=O)NCC1OCC1